BrC1=CC=C(C=C1)N1N=C(C(=C1)[C@@H]1O[C@H](C(N1CCC1=CC=C(C=C1)OC)=O)C)C1=CC=C(C=C1)F (2s,5s)-2-(1-(4-bromophenyl)-3-(4-fluorophenyl)-1H-pyrazol-4-yl)-3-(4-methoxyphenylethyl)-5-methyl-oxazolidin-4-one